4-(1-bromoethyl)-3-nitrobenzoic acid methyl ester COC(C1=CC(=C(C=C1)C(C)Br)[N+](=O)[O-])=O